methyl-1,3-cyclohexanediamine CC1(CC(CCC1)N)N